(2R)-2-[4-[(E)-3-(3-Hydroxy-4-methoxyphenyl)prop-2-enoyl]phenoxy]propanoic acid OC=1C=C(C=CC1OC)/C=C/C(=O)C1=CC=C(O[C@@H](C(=O)O)C)C=C1